FC1=CC=C(C=C1)/C=C/C(=O)C=1C(N(C(N(C1O)C)=C)C)=O 5-[(2E)-3-(4-fluorophenyl)prop-2-enoyl]-6-hydroxy-1,3-dimethyl-2-methylidene-1,2,3,4-tetrahydropyrimidin-4-one